C(C=C)(=O)N1[C@H](CCC1)CNC(N[C@@H](CC1=COC2=C1C=CC=C2)B(O)O)=O ((R)-1-(3-(((R)-1-acryloylpyrrolidin-2-yl)methyl)ureido)-2-(benzofuran-3-yl)ethyl)boronic acid